C(C=C)(=O)N1C[C@@H](CCC1)N1C(N(C=2C=NC=CC21)C2=CC=C(C=C2)OC2=C(C(=CC=C2)Cl)OC)=O (R)-1-(1-acryloylpiperidin-3-yl)-3-(4-(3-chloro-2-methoxyphenoxy)phenyl)-1H-imidazo[4,5-c]pyridin-2(3H)-one